1-methyl-4-[4-(5-methyl-1,3-benzooxazol-2-yl)piperidin-1-yl]-7-{methyl-[(3R)-oxolane-3-yl]amino}-2-oxo-1,2-dihydroquinoline-3-carboxamide CN1C(C(=C(C2=CC=C(C=C12)N([C@H]1COCC1)C)N1CCC(CC1)C=1OC2=C(N1)C=C(C=C2)C)C(=O)N)=O